CC1(N(CC(C1)C)C1=NC=CC=C1C(=O)NS(=O)(=O)C1=CC=CC(=N1)NC1=CC=CC=N1)C 6-[[6-[[2-(2,2,4-Trimethylpyrrolidin-1-yl)pyridin-3-carbonyl]sulfamoyl]-2-pyridyl]amino]pyridin